FC1=C(C=C(C(=C1)C(F)(F)F)C1=NN(C=N1)C)NC(=O)N1C2CC(CC1(C2)C(=O)O)C cis-6-((2-fluoro-5-(1-methyl-1H-1,2,4-triazol-3-yl)-4-(trifluoromethyl)phenyl)carbamoyl)-3-methyl-6-azabicyclo[3.1.1]heptane-1-carboxylic acid